ClC=1C=C(C=C(C1)NS(=O)(=O)C)NC(=O)C1=CN(C(=C1)C1=NC=C(C=C1F)OC1CN(C1)C(C)C)C N-(3-chloro-5-methanesulfonamidophenyl)-5-{3-fluoro-5-[(1-isopropylazetidin-3-yl)oxy]pyridin-2-yl}-1-methylpyrrole-3-carboxamide